[Cl-].ClC=1C=C(C=CC1Cl)[Zn+] (3,4-dichlorophenyl)zinc chloride